4-fluoro-1-((2-(trimethylsilyl)ethoxy)methyl)-1H-pyrazole-5-sulfonyl chloride FC=1C=NN(C1S(=O)(=O)Cl)COCC[Si](C)(C)C